[C@H]12CN(C[C@H](CC1)N2)C=2C1=C(N=C(N2)OC[C@]23CCCN3C[C@@H](C2)F)CN(CC1)C1=CC(=CC2=CC=CC(=C12)CC)O 4-(4-((1R,5S)-3,8-diazabicyclo[3.2.1]octan-3-yl)-2-(((2R,7aS)-2-fluorotetrahydro-1H-pyrrolizin-7a(5H)-yl)methoxy)-5,8-dihydropyrido[3,4-d]pyrimidin-7(6H)-yl)-5-ethylnaphthalen-2-ol